pivalic acid 2,2-dimethylpropyl ester formate salt C(=O)O.CC(COC(C(C)(C)C)=O)(C)C